2,4-dibromo-5-methoxy-N-(1-(phenylamino)hex-2-yl)benzenesulfonamide BrC1=C(C=C(C(=C1)Br)OC)S(=O)(=O)NC(CNC1=CC=CC=C1)CCCC